F[C@H]1[C@H](C1)C(=O)NC1=NC=C2C=C(C=NC2=C1)C=1C=NC(=CC1C)[C@@H](CCC)O (1R,2R)-2-fluoro-N-(3-{6-[(1R)-1-hydroxybutyl]-4-methylpyridin-3-yl}-1,6-naphthyridin-7-yl)cyclopropane-1-carboxamide